O1C(=NC2=C1C=CC=C2)C=2C(=CC(=C(C#N)C2)N2C1=CC=C(C=C1C=1C=C(C=CC21)C)C)N2C1=CC=C(C=C1C=1C=C(C=CC21)C)C 5-(benzo[d]oxazol-2-yl)-2,4-bis(3,6-dimethyl-9H-carbazol-9-yl)benzonitrile